5-((trimethylsilyl)ethynyl)pyrimidin-2-amine C[Si](C)(C)C#CC=1C=NC(=NC1)N